azavaline NN(C(C)C)C(=O)O